4-(1,1,1,3,3,3-hexafluoro-2-hydroxypropan-2-yl)benzoyl chloride FC(C(C(F)(F)F)(O)C1=CC=C(C(=O)Cl)C=C1)(F)F